COC1=C(C=O)C(=C(C(=C1C)C=O)OC)C 2,5-dimethoxy-3,6-dimethyl-terephthalaldehyde